1-(3-(2,6-dioxopiperidin-3-yl)-2-oxo-2,3-dihydrobenzo[d]oxazol-6-yl)piperidine-4-carboxylic acid O=C1NC(CCC1N1C(OC2=C1C=CC(=C2)N2CCC(CC2)C(=O)O)=O)=O